tert-butyl (3-(2-(((S)-1-((2S,4R)-4-hydroxy-2-(((S)-1-(4-(4-methylthiazol-5-yl)phenyl)ethyl)carbamoyl)pyrrolidin-1-yl)-3,3-dimethyl-1-oxobutan-2-yl)amino)-2-oxoethoxy)propyl)carbamate O[C@@H]1C[C@H](N(C1)C([C@H](C(C)(C)C)NC(COCCCNC(OC(C)(C)C)=O)=O)=O)C(N[C@@H](C)C1=CC=C(C=C1)C1=C(N=CS1)C)=O